O[C@H](C(=O)OCC)[C@H](CC1=CC=CC=C1)NC(C1=CC=CC=C1)=O Ethyl (2S,3S)-2-hydroxy-3-benzamido-3-benzylpropionate